8,9-dimethyl-7-(3-(1-methyl-1H-pyrazol-4-yl)-7,8-dihydro-1,6-naphthyridin-6(5H)-yl)-4H-pyrimido[1,2-b]pyridazin-4-one CC1=C(C=2N(N=C1N1CC=3C=C(C=NC3CC1)C=1C=NN(C1)C)C(C=CN2)=O)C